P(O)(O)O.C(C)(C)(C)C1=C(C(=CC(=C1)C(C)(C)C)C)O.C(C)(C)(C)C1=C(C(=CC(=C1)C(C)(C)C)C)O bis(2,4-di-t-butyl-6-methylphenol) phosphite